ClC=1C=C2OC3=CC=CC(C(NC=4C=CC=C(S(NC(N1)=N2)(=O)=O)C4)=O)=C3 5-chloro-2-oxa-9λ6-thia-6,8,15,23-tetraazatetracyclo[15.3.1.13,7.110,14]tricosa-1(20),3,5,7(23),10,12,14(22),17(21),18-nonaene-9,9,16-trione